NC1=C(C(=NN1C(C(F)(F)F)C)C1=C(C=C(C(=C1)F)Cl)F)C#N 5-amino-3-(4-chloro-2,5-difluoro-phenyl)-1-(2,2,2-trifluoro-1-methyl-ethyl)pyrazole-4-carbonitrile